(1S,2R,5R)-3-(2-(2-amino-3-chloro-5-fluoroquinolin-7-yl)ethyl)-5-(4-ethyl-7H-pyrrolo[2,3-d]pyrimidin-7-yl)cyclopent-3-ene-1,2-diol NC1=NC2=CC(=CC(=C2C=C1Cl)F)CCC=1[C@H]([C@H]([C@@H](C1)N1C=CC2=C1N=CN=C2CC)O)O